N-(6-(5-chloro-6-fluoro-7-((methylamino)methyl)-1H-indazol-4-yl)imidazo[1,2-a]pyrazin-2-yl)-2-fluorocyclopropane-1-carboxamide ClC=1C(=C2C=NNC2=C(C1F)CNC)C=1N=CC=2N(C1)C=C(N2)NC(=O)C2C(C2)F